2,5-bis(trifluoromethyl)-p-phenylenediamine FC(C1=C(C=C(C(=C1)N)C(F)(F)F)N)(F)F